N-(3-(1H-1,2,3-triazol-1-yl)phenyl)-4-(5-bromopyridin-3-yl)benzamide N1(N=NC=C1)C=1C=C(C=CC1)NC(C1=CC=C(C=C1)C=1C=NC=C(C1)Br)=O